CC1=CC=CC=C1C(=O)NC N-methyl-o-toluamide